bis(3-diethoxymethyl-silylpropyl)amine C(C)OC(C(CCNCCC(C(OCC)OCC)[SiH3])[SiH3])OCC